ClC1=C(C=CC(=C1)C=1C=NN(C1)C)C1=NN(CS1)C1CC(NC(C1)(C)C)(C)C 5-(2-chloro-4-(1-methyl-1H-pyrazol-4-yl)phenyl)-N-(2,2,6,6-tetramethylpiperidin-4-yl)-1,3,4-thiadiazol